FC(OC1=C(C(=CC(=C1)C=1N(N=C2C=C(C=C(C12)OCCCO)C=1C=NN(C1)C)C)OC)C(=O)N1CC(C1)(C(F)(F)F)O)F [2-(difluoromethoxy)-4-[4-(3-hydroxypropoxy)-2-methyl-6-(1-methylpyrazol-4-yl)indazol-3-yl]-6-methoxyphenyl]-[3-hydroxy-3-(trifluoromethyl)azetidin-1-yl]methanone